1-bromo-4-isopropoxy-benzene BrC1=CC=C(C=C1)OC(C)C